ClC1=C(C(=CC=C1)F)C1OC[C@H]([C@H](O1)[C@@H](C[Se@+]1[C@@H]([C@H]([C@@H](C1)O)O)CO)O)O (1S,2R,3S,4S)-1-((2S)-2-((4S,5R)-2-(2-chloro-6-fluorophenyl)-5-hydroxy-1,3-dioxan-4-yl)-2-hydroxyethyl)-3,4-dihydroxy-2-(hydroxymethyl)tetrahydro-1H-selenophen-1-ium